CC(C)C1=C(C(=CC=C1)C(C)C)N1CN(CC1)C1=C(C=CC=C1C(C)C)C(C)C 1,3-bis[2,6-bis(1-methylethyl)phenyl]-4,5-dihydroimidazole